(4-[4-hydroxyphenyl-isopropyl]-phenoxy)-methan OC1=CC=C(C=C1)C(C)(C)C1=CC=C(OC)C=C1